C/C=C(\\C)/C(=O)OC[C@@]12[C@H](CCC[C@@]1(CO)O)[C@@]([C@@H](C[C@@H]2O)C)(C)CCC3=CC(=O)OC3 The molecule is a diterpene lactone isolated from the whole plants of Ajuga ciliata. It has a role as a plant metabolite. It is a diterpene lactone, a butenolide, a triol, an enoate ester and a carbobicyclic compound.